C(CCCCCCCCCCCCC)OCC1=CC=C(C=O)O1 5-(tetradecoxymethyl)furfural